(2S,4R)-N-(((3S,5S,7S)-adamantan-1-yl)methyl)-4-fluoropyrrolidine-2-carboxamide hydrochloride Cl.C12(CC3CC(CC(C1)C3)C2)CNC(=O)[C@H]2NC[C@@H](C2)F